FC(C=1C=CC=2N(N1)C(=CN2)C2=CC(=NC=N2)N2CC(C(CC2)(F)F)N)F 1-[6-[6-(Difluoromethyl)imidazo[1,2-b]pyridazin-3-yl]pyrimidin-4-yl]-4,4-difluoro-piperidin-3-amine